N-(4-(4-ethylpiperazin-1-yl)-3-fluorophenyl)-9-isopropylisoxazolo[5,4-H]quinazolin-2-amine C(C)N1CCN(CC1)C1=C(C=C(C=C1)NC1=NC2=C3C(=CC=C2C=N1)ON=C3C(C)C)F